(2S,3S)-2,3-dihydro-3-hydroxy-2-(4-methylphenyl)-1,5-benzothiazepin-4(5H)-one O[C@@H]1[C@@H](SC2=C(NC1=O)C=CC=C2)C2=CC=C(C=C2)C